methyl (R)-2'-fluoro-4'-((6-hydroxy-1-methyl-1-(2-oxo-2-(thiazol-2-ylamino)ethyl)-1,2,3,4-tetrahydroisoquinolin-7-yl)oxy)-[1,1'-biphenyl]-4-carboxylate FC1=C(C=CC(=C1)OC1=C(C=C2CCN[C@@](C2=C1)(CC(NC=1SC=CN1)=O)C)O)C1=CC=C(C=C1)C(=O)OC